C(C)(C)(CC)O tert.-amylalcohol